FC(=C1CCC=2C(=C(C=CC12)C=1N=NC(=CC1C)N[C@H]1CN(CCC1)C(C)C)O)F (R)-1-(difluoromethylene)-5-(6-((1-isopropylpiperidin-3-yl)amino)-4-methylpyridazin-3-yl)-2,3-dihydro-1H-inden-4-ol